3-(4-(2-fluorophenyl)-2-methyloxazole-5-carboxamido)-2-oxo-4-phenylbutanoic Acid FC1=C(C=CC=C1)C=1N=C(OC1C(=O)NC(C(C(=O)O)=O)CC1=CC=CC=C1)C